N-({1-[4-(3-fluorophenoxy)-6-(trifluoromethyl)pyrimidin-2-yl]-4-hydroxypiperidin-4-yl}methyl)benzamide FC=1C=C(OC2=NC(=NC(=C2)C(F)(F)F)N2CCC(CC2)(O)CNC(C2=CC=CC=C2)=O)C=CC1